FC1=CC=CC=2C(=N[C@@H](C(NC21)=O)NC(=O)C2=C(N=C1N2N=C(C=C1)C)C=1C=NC=C(C1)C(F)(F)F)C1=CC=CC=C1 N-[(3S)-9-fluoro-2-oxo-5-phenyl-1,3-dihydro-1,4-benzodiazepin-3-yl]-6-methyl-2-[5-(trifluoromethyl)pyridin-3-yl]imidazo[1,2-b]pyridazine-3-carboxamide